N-butyl-3-carbazolal C(CCC)N1C2=CC=CC=C2C=2C=C(C=CC12)C=O